ClC1=C(C(=CC=C1Cl)OC)C1CC=2C(=NN(C2)CC)C1 5-(2,3-dichloro-6-methoxyphenyl)-2-ethyl-2,4,5,6-tetrahydrocyclopenta[c]pyrazole